2,2'-Oxydi(ethylamine) O(CCN)CCN